(S)-3-(benzyl-((R)-1-phenylethyl)amino)-3-(3-bromo-4-methylphenyl)propanoic acid ethyl ester C(C)OC(C[C@@H](C1=CC(=C(C=C1)C)Br)N([C@H](C)C1=CC=CC=C1)CC1=CC=CC=C1)=O